2-(8-methoxyimidazo[1,5-a]pyridin-3-yl)propan-2-amine hydrochloride Cl.COC=1C=2N(C=CC1)C(=NC2)C(C)(C)N